C(C1=CC=CC=C1)N([C@@H](CC(=O)OCC)C1=CC(=CC(=C1)C)Br)[C@H](C)C1=CC=CC=C1 ethyl (S)-3-(benzyl((R)-1-phenylethyl)amino)-3-(3-bromo-5-methylphenyl)propanoate